C(C(=C)C)(=O)OC1=CC=C(C(=O)C2=CC=CC=C2)C=C1 4-Methacryloyloxybenzophenon